1-isothiocyanato-2-methylbenzene N(=C=S)C1=C(C=CC=C1)C